FC1=C(C(=CC(=C1F)F)F)[B-](C1=C(C(=C(C=C1F)F)F)F)(C1=C(C(=C(C=C1F)F)F)F)C1=C(C(=C(C=C1F)F)F)F.C[NH+](C(C)(C)C)C dimethyl-(t-butyl)ammonium tetrakis(2,3,4,6-tetrafluorophenyl)borate